COC=1C=C(C=CC1OC)C=1NC2=CC=C(C=C2C1C(C)C)C1=NN=C(O1)CNCC 2-(((5-(2-(3,4-Dimethoxyphenyl)-3-isopropyl-1H-indol-5-yl)-1,3,4-oxadiazol-2-yl)methyl)amino)ethan